bromo-3-chloro-5-cyclopropylisoquinoline BrC1=NC(=CC2=C(C=CC=C12)C1CC1)Cl